(R)-7-chloro-N-(1-(3-(difluoromethyl)-2-fluorophenyl)ethyl)-6-thiomorpholinopyrido[2,3-d]pyrimidin-4-amine ClC=1C(=CC2=C(N=CN=C2N[C@H](C)C2=C(C(=CC=C2)C(F)F)F)N1)N1CCSCC1